(R)-1-(4-((4-((2-fluoro-4-((2-(3-methoxypiperidin-1-yl)pyridin-4-yl)oxy)phenyl)amino)-7-methoxyquinazolin-6-yl)amino)piperidin-1-yl)prop-2-en-1-one FC1=C(C=CC(=C1)OC1=CC(=NC=C1)N1C[C@@H](CCC1)OC)NC1=NC=NC2=CC(=C(C=C12)NC1CCN(CC1)C(C=C)=O)OC